(R)-N-(1-(6-(6-(Difluoromethyl)imidazo[1,2-b]pyridazin-3-yl)pyrimidin-4-yl)piperidin-3-yl)methanesulfonamide FC(C=1C=CC=2N(N1)C(=CN2)C2=CC(=NC=N2)N2C[C@@H](CCC2)NS(=O)(=O)C)F